3-{[(tert-butyldimethylsilyl)oxy]methyl}-6-(5-chloro-2-fluorophenyl)pyridazin-4-amine [Si](C)(C)(C(C)(C)C)OCC=1N=NC(=CC1N)C1=C(C=CC(=C1)Cl)F